BrC=1C=CC2=C(N(N=C2C1F)C)C=1C(=NC(=CC1)OCC1=CC=CC=C1)OCC1=CC=CC=C1 6-bromo-3-(2,6-dibenzyloxy-3-pyridyl)-7-fluoro-2-methyl-indazole